C(C)(C)(C)OC(=O)N1C=C(C=2C1=NC=C(C2)[N+](=O)[O-])C 3-Methyl-5-nitro-1H-pyrrolo[2,3-b]pyridine-1-carboxylic acid tert-butyl ester